N-ethyl-8'-methoxy-7'-(3-(pyrrolidin-1-yl)propoxy)-1',3'-dihydrospiro[cyclohexane-1,2'-cyclopenta[c]quinolin]-4'-amine C(C)NC1=NC=2C=C(C(=CC2C2=C1CC1(C2)CCCCC1)OC)OCCCN1CCCC1